FC1=NC(=C(C(=O)NN)C=C1)N1CCOCC1 6-fluoro-2-morpholinonicotinic hydrazide